[Sn].[Ca].[Pb] lead calcium tin